4,4-dicyano-3-phenyl-5-(4-methylphenyl)-pyrrolidine C(#N)C1(C(CNC1C1=CC=C(C=C1)C)C1=CC=CC=C1)C#N